sodium bis(2-hydroxyethyl)dithiocarbamate OCCN(C([S-])=S)CCO.[Na+]